FC1=C(CNC([C@H](CC(C)C)NC(=O)[C@@H]2[C@H](O2)C(=O)OCC)=O)C=CC=C1 ethyl (2S,3S)-3-(((S)-1-((2-fluorobenzyl)amino)-4-methyl-1-oxopentan-2-yl)carbamoyl)oxirane-2-carboxylate